OC=1C=C(C=CC1)C=1C2=CC=C(N2)C(=C2C=CC(C(=C3C=CC(=C(C=4C=CC1N4)C4=CC(=CC=C4)O)N3)C3=CC(=CC=C3)O)=N2)C2=C(C(=C(C(=C2F)F)NCCSSCCNC(=O)OCC2[C@H]3CCC#CCC[C@@H]23)F)F 5,10,15-tris(3-hydroxyphenyl)-20-[4-((2-((2-(((((1R,8S,9s)-bicyclo[6.1.0]non-4-yn-9-yl)methoxy)-carbonyl)amino)ethyl)disulfanyl)ethyl)amino)tetrafluorophenyl]porphyrin